OCC1CCC(CC1)CNC(OC(C)(C)C)=O tert-butyl N-[[4-(hydroxymethyl)cyclohexyl]methyl]carbamate